2-(2-iodophenyl)-4,6-dimethyl-1-(3-methylpentenyl)-indole IC1=C(C=CC=C1)C=1N(C2=CC(=CC(=C2C1)C)C)C=CC(CC)C